6-hydroxybenzene OC1=CC=CC=C1